(R)-1-(isoxazol-3-ylcarbamoyl)-6-azaspiro[2.5]octane-6-carboxylate O1N=C(C=C1)NC(=O)[C@@H]1CC12CCN(CC2)C(=O)[O-]